N[C@H]1CS(C2=C(N(C1=O)CC1=CC=C(C=C1)Cl)C=C(C=C2)C=2OC(=NN2)N2CC1(C2)COCCC1)(=O)=O (3R)-3-amino-5-[(4-chlorophenyl)methyl]-7-[5-(6-oxa-2-azaspiro[3.5]nonan-2-yl)-1,3,4-oxadiazol-2-yl]-1,1-dioxo-2,3-dihydro-1lambda6,5-benzothiazepin-4-one